S1C2=C(C(=C1)C(=O)N1CCN(CC1)C(C1=CC=CC=C1)=O)C=CC=C2 benzo[b]thiophen-3-yl-(4-benzoylpiperazin-1-yl)methanone